N5-((1R,5S,6r)-3-((tert-Butyldimethylsilyl)oxy)bicyclo[3.1.0]hexan-6-yl)-1-((S)-1-(3-chlorophenyl)ethyl)-N3-methyl-1H-pyrazole-3,5-dicarboxamide [Si](C)(C)(C(C)(C)C)OC1C[C@H]2C([C@H]2C1)NC(=O)C1=CC(=NN1[C@@H](C)C1=CC(=CC=C1)Cl)C(=O)NC